C(C)OC1=NC=CC=C1C=1C=C(C2=C(N1)N(N=C2C(C)C)C)NCC2=CC=C(C=C2)OC 6-(2-ethoxy-3-pyridyl)-3-isopropyl-N-[(4-methoxyphenyl)methyl]-1-methyl-pyrazolo[3,4-b]Pyridin-4-amine